N(=C=O)CCC(C)C 1-isocyanato-3-methylbutane